C(C)S(=O)(=O)NC1=CC(=C(OC=2C=C(OCCOC3CCN(CC3)C3=CC=C(C(=O)OC(C)(C)C)C=C3)C=CC2)C=C1)C=1C2=C(C(N(C1)C)=O)NC=C2 tert-butyl 4-[4-[2-[3-[4-(ethylsulfonylamino)-2-(6-methyl-7-oxo-1H-pyrrolo[2,3-c]pyridin-4-yl)phenoxy]phenoxy]ethoxy]-1-piperidyl]benzoate